phosphoadenosine phosphosulphate C1=NC(=C2C(=N1)N(C=N2)[C@H]3[C@@H]([C@@H]([C@H](O3)COP(=O)(O)OS(=O)(=O)O)OP(=O)(O)O)O)N